N-benzhydryl-2-(1-(benzo[4,5]imidazo[1,2-a]pyridin-3-yl)piperidin-4-yl)acetamide C(C1=CC=CC=C1)(C1=CC=CC=C1)NC(CC1CCN(CC1)C1=CC=2N(C=C1)C1=C(N2)C=CC=C1)=O